(S)-3-chloro-4-((1-(pyridin-2-yl)ethyl)amino)-N-(thiazol-2-yl)benzenesulfonamide ClC=1C=C(C=CC1N[C@@H](C)C1=NC=CC=C1)S(=O)(=O)NC=1SC=CN1